C(C)(C)(C)OC(=O)N1CCC(CC1)(F)CNC=1C=2N(C=C(N1)C1=CC(=NC=C1)N)C=C(N2)C(N)=O 4-{[6-(2-Amino-pyridin-4-yl)-2-carbamoyl-imidazo[1,2-a]pyrazin-8-ylamino]-methyl}-4-fluoro-piperidine-1-carboxylic acid tert-butyl ester